[2-(methylamino)ethyl]amino(phenyl)-8-methyl-6,8,10-triazatricyclo[9.4.0.02,7]pentadeca-1(11),2(7),3,5,12,14-hexaen-9-one CNCCC=1C(=C(C=2C=3C=CC=CC3NC(N(C2N1)C)=O)C1=CC=CC=C1)N